NC1(CCC(CC1)N1C2=NC(=NC=C2N(C1=O)C)NC=1C=C2C=CC=NC2=CC1C)C 9-((1s,4s)-4-Amino-4-methylcyclohexyl)-7-methyl-2-((7-methylchinolin-6-yl)amino)-7,9-dihydro-8H-purin-8-on